NC1=CC(=C(C(=C1C(C)=O)F)OCC1CCC1)F 1-(6-amino-3-(cyclobutylmethoxy)-2,4-difluorophenyl)ethan-1-one